BrC1=CC=C(C=C1)C1=NC2=C(N1C1=CC3=CC=CC=C3C=C1)C=CC=C2 2-(4-bromophenyl)-1-(naphthalen-2-yl)-1H-benzimidazole